3-chlorobenzyl ((S)-3-cyclohexyl-1-(((S)-5-(dimethylamino)-1-(methoxy(methyl)amino)-1,5-dioxopentan-2-yl)amino)-1-oxopropan-2-yl)carbamate C1(CCCCC1)C[C@@H](C(=O)N[C@H](C(=O)N(C)OC)CCC(=O)N(C)C)NC(OCC1=CC(=CC=C1)Cl)=O